ClC1=NC=C(C(=N1)CN1CCC(CC1)(C)NC(=O)[C@H]1C(C1)(F)F)Cl (S)-N-(1-((2,5-dichloropyrimidin-4-yl)methyl)-4-methylpiperidin-4-yl)-2,2-difluorocyclopropane-1-carboxamide